(S)-6-benzyloxy-N-tert-butoxycarbonyl-1-Cbz-tryptophan benzyl ester C(C1=CC=CC=C1)OC([C@@H](NC(=O)OC(C)(C)C)CC1=CN(C2=CC(=CC=C12)OCC1=CC=CC=C1)C(=O)OCC1=CC=CC=C1)=O